1-(4-n-butylphenyl)ethanone Sodium (E)-6,6'-(ethene-1,2-diyl)bis(3-(phenylsulfonamido)benzenesulfonate) C(=C\C1=CC=C(C=C1S(=O)(=O)[O-])NS(=O)(=O)C1=CC=CC=C1)/C1=CC=C(C=C1S(=O)(=O)[O-])NS(=O)(=O)C1=CC=CC=C1.[Na+].C(CCC)C1=CC=C(C=C1)C(C)=O.[Na+]